FC=1C=C(OCC2CCC(CC2)C(=O)OC)C=C(C1[C@H]1N([C@@H](CC2=C1NC1=CC=CC=C21)C)CC(C)(C)F)F methyl (1R,4r)-4-((3,5-difluoro-4-((1R,3R)-2-(2-fluoro-2-methylpropyl)-3-methyl-2,3,4,9-tetrahydro-1H-pyrido[3,4-b]indol-1-yl)phenoxy)methyl)cyclohexane-1-carboxylate